3-[(3-fluoro-2-methoxyphenyl)amino]-2-(3-hydroxypyridin-4-yl)-5H,6H,7H-pyrazolo[1,5-a]pyrazin-4-one FC=1C(=C(C=CC1)NC=1C(=NN2C1C(NCC2)=O)C2=C(C=NC=C2)O)OC